4-(cyclohexylmethyl)-3-[(4,4-difluoropiperidin-1-yl)methyl]-4,5-dihydro-1,2,4-oxadiazol-5-one C1(CCCCC1)CN1C(=NOC1=O)CN1CCC(CC1)(F)F